[6-(m-cyanophenyl)-4-{1-[(6-isopropyl-2-pyridinyl)methyl]-1H-1,2,3-triazol-4-yl}-2-pyrimidinylamino]acetic acid C(#N)C=1C=C(C=CC1)C1=CC(=NC(=N1)NCC(=O)O)C=1N=NN(C1)CC1=NC(=CC=C1)C(C)C